(oxazol-2-yl)methanone O1C(=NC=C1)C=O